(3R,6R)-1'-(5-amino-4H-1,2,4-triazol-3-yl)-6-(4-chlorobenzyl)-[1,4'-bipiperidin]-3-ol 2,2,2-trifluoroacetate FC(C(=O)O)(F)F.NC=1NC(=NN1)N1CCC(CC1)N1C[C@@H](CC[C@@H]1CC1=CC=C(C=C1)Cl)O